5,5,6,6,6-pentafluorohexan-1-ol FC(CCCCO)(C(F)(F)F)F